2-butyl-1-(4-(4-heptadecyl-1H-1,2,3-triazol-1-yl)butoxy)-1H-imidazo[4,5-c]quinolin-4-amine C(CCC)C=1N(C2=C(C(=NC=3C=CC=CC23)N)N1)OCCCCN1N=NC(=C1)CCCCCCCCCCCCCCCCC